4-(ethylthio)bromobenzene C(C)SC1=CC=C(C=C1)Br